2-(3-aminoprop-1-yn-1-yl)-4-((3-aminopropyl)carbamoyl)benzoic acid methyl ester dihydrochloride Cl.Cl.COC(C1=C(C=C(C=C1)C(NCCCN)=O)C#CCN)=O